tert-butyl 4-(8-cyclopropyl-4-methyl-3-oxo-1,3,4,7-tetrahydro-2H-pyrrolo[3',2':5,6]pyrido[3,4-d]pyrimidin-2-yl)benzoate C1(CC1)C1=CC2=C(N=CC=3N(C(N(CC32)C3=CC=C(C(=O)OC(C)(C)C)C=C3)=O)C)N1